4-(4-(methylsulfonyl)phenyl)pyrimidine-2,4-diamine CS(=O)(=O)C1=CC=C(C=C1)C1(NC(=NC=C1)N)N